ClC=1C(=NC(=NC1)N1CCN(CC1)C)N1CC(C1)C(=O)N(C)C(C)(C)C1=CN=C2N1C=CC=C2 1-[5-chloro-2-(4-methylpiperazin-1-yl)pyrimidin-4-yl]-N-(2-{imidazo[1,2-a]pyridin-3-yl}propan-2-yl)-N-methylazetidine-3-carboxamide